COC[C@H](C)NC(=O)C1=CN(C2=NC=C(N=C21)O[C@H]2CN(CCC2)C(=O)OC(C)(C)C)COCC[Si](C)(C)C tert-butyl (R)-3-[(7-[((S)-1-methoxypropan-2-yl)carbamoyl]-5-{[2-(trimethylsilyl)ethoxy]methyl}-5H-pyrrolo[2,3-b]pyrazin-2-yl)oxy]piperidine-1-carboxylate